BrC1=CC=2C(S1)=C(C1=C(SC(=C1)Br)C2C2=CC=C(S2)C(=O)OCCCCCCCC)C2=CC=C(S2)C(=O)OCCCCCCCC 5,5'-(2,6-dibromobenzo[1,2-b:4,5-b']dithiophene-4,8-diyl)bis-2-thiophenecarboxylic acid, 2,2'-bis(octyl) ester